γ-Thiobutyrolactone C1(CCCO1)=S